(3S,4R)-4-((5-fluoro-4-(3-(1-hydroxyethyl)-4-isopropylquinolin-6-yl)pyrimidin-2-yl)amino)tetrahydro-2H-pyran-3-ol FC=1C(=NC(=NC1)N[C@H]1[C@@H](COCC1)O)C=1C=C2C(=C(C=NC2=CC1)C(C)O)C(C)C